N-[3-methyl-1-[2-[(1-methylpyrazol-3-yl)amino]pyrimidin-4-yl]pyrrolo[2,3-b]pyridin-5-yl]prop-2-enamide CC1=CN(C2=NC=C(C=C21)NC(C=C)=O)C2=NC(=NC=C2)NC2=NN(C=C2)C